3,5-dibromo-[1,1'-biphenyl]-4-carbaldehyde BrC=1C=C(C=C(C1C=O)Br)C1=CC=CC=C1